N-(6-(4-(4-chlorophenyl)-5-hydroxy-3-methyl-1H-pyrazol-1-yl)pyridin-3-yl)methanesulfonamide ClC1=CC=C(C=C1)C=1C(=NN(C1O)C1=CC=C(C=N1)NS(=O)(=O)C)C